Z-butyl-phosphine Ethyl-2-(2-(2-cyanophenyl)-1,1-difluoro-2-(1-methyl-1H-pyrazol-4-yl)ethyl)-5-methoxy-1-methyl-6-oxo-1,6-dihydropyrimidine-4-carboxylate C(C)OC(=O)C=1N=C(N(C(C1OC)=O)C)C(C(C=1C=NN(C1)C)C1=C(C=CC=C1)C#N)(F)F.C(CCC)P